4-chloro-1-((1-isobutyrylpiperidin-4-yl)methyl)-N-(3-methyl-5-(thiophen-2-ylethynyl)pyridin-2-yl)-1H-pyrazole-5-carboxamide ClC=1C=NN(C1C(=O)NC1=NC=C(C=C1C)C#CC=1SC=CC1)CC1CCN(CC1)C(C(C)C)=O